(2-[4-(5,7-dimethoxy-4-oxo-3,4-dihydro-quinazolin-2-yl)-2,6-dimethyl-phenoxy]butyloxy)-4-oxo-2-(2-(nitroxy)acetylamino)-butyric acid COC1=C2C(NC(=NC2=CC(=C1)OC)C1=CC(=C(OC(COC(C(=O)O)(CC=O)NC(CO[N+](=O)[O-])=O)CC)C(=C1)C)C)=O